BrC=1C=C2C(=C(C=NC2=CC1)C1=CC(=NO1)C1CCN(CC1)C(C)=O)NC(C)C 1-(4-(5-(6-bromo-4-(isopropylamino)quinolin-3-yl)isoxazol-3-yl)piperidin-1-yl)ethanone